ClC1=NC(=C(C=2N=C(N=C(C21)N2[C@H](CC2)CO)SC)F)Cl (R)-(1-(5,7-dichloro-8-fluoro-2-(methylthio)pyrido[4,3-d]pyrimidin-4-yl)azetidin-2-yl)methanol